(S)-4-Chloro-N-(1-(6,7-difluoro-1-oxo-1,2-dihydroisoquinolin-4-yl)ethyl)-3-fluoro-N-methylbenzamide ClC1=C(C=C(C(=O)N(C)[C@@H](C)C2=CNC(C3=CC(=C(C=C23)F)F)=O)C=C1)F